allyl 3-chloro-2-oxo-[1,3']bipyrrolidinyl-1'-carboxylate ClC1C(N(CC1)C1CN(CC1)C(=O)OCC=C)=O